C(C1=CC=CC=C1)C1=C(C=CC(=C1)C)/C=C/CN1CCN(CC1)C (E)-1-(3-(2-benzyl-4-methylphenyl)allyl)-4-methylpiperazine